3-chloro-5-((6-oxo-1-((6-oxo-1,6-dihydropyridazin-3-yl)methyl)-4-(trifluoromethyl)-1,6-dihydropyrimidin-5-yl)oxy)benzonitrile ClC=1C=C(C#N)C=C(C1)OC1=C(N=CN(C1=O)CC1=NNC(C=C1)=O)C(F)(F)F